1-phenyl-6-azidomethylene-3-oxabicyclo[3.1.0]hexane C1(=CC=CC=C1)C12COCC2C1=CN=[N+]=[N-]